6-chloro-5-(1-(1-ethoxyethyl)-1H-pyrazol-4-yl)pyrazin-2-amine ClC1=C(N=CC(=N1)N)C=1C=NN(C1)C(C)OCC